C1(CC1)S(=O)(=O)N1N=CC(=C1)C1=NC=CC(=N1)NC1=NC=C(C(=C1)NC(C)C)F N2-(2-(1-(Cyclopropylsulfonyl)-1H-pyrazol-4-yl)pyrimidin-4-yl)-5-fluoro-N4-isopropylpyridine-2,4-diamine